(E)-2-(4-methoxybenzyl)-6-(2-methoxyvinyl)-8-(phenylamino)-7-(pyridin-4-yl)-3,4-dihydropyrrolo[1,2-a]pyrazin-1(2H)-one COC1=CC=C(CN2C(C=3N(CC2)C(=C(C3NC3=CC=CC=C3)C3=CC=NC=C3)\C=C\OC)=O)C=C1